platinum (ii) tetrakis(pentafluorobenzene) FC=1C(=C(C(=C(C1)F)F)F)F.FC=1C(=C(C(=C(C1)F)F)F)F.FC=1C(=C(C(=C(C1)F)F)F)F.FC=1C(=C(C(=C(C1)F)F)F)F.[Pt+2]